2-[[4-(5-Ethoxy-2-pyridyl)thiazol-2-yl]amino]pyridine-3-carbonitrile C(C)OC=1C=CC(=NC1)C=1N=C(SC1)NC1=NC=CC=C1C#N